CN(CCC=1C(=CC(N(C1)C(C(=O)N[C@@H](CC(=O)OC)C1=NC(=CC(=C1)C1=C(C=CC=C1C)C)C(F)(F)F)CC(C)C)=O)C(F)(F)F)C methyl (3S)-3-(2-(5-(2-(dimethylamino)ethyl)-2-oxo-4-(trifluoromethyl)pyridin-1(2H)-yl)-4-methylpentanamido)-3-(4-(2,6-dimethylphenyl)-6-(trifluoromethyl)pyridin-2-yl)propanoate